C(=O)(OC(C)(C)C)N1CCC(CC1)C=O 1-bocpiperidine-4-carbaldehyde